FC(C1=C(C(=CC(=C1)C=1C=CC=2N(C3=CC=C(C=C3OC2C1)C1CC(C(C(C1)F)O)C(F)(F)F)CCN1CCOCC1)F)O)(F)F 2-(trifluoromethyl)-4-(7-[3-(trifluoromethyl)-5-fluoro-4-hydroxycyclohexyl]-10-[2-(morpholin-4-yl)ethyl]phenoxazin-3-yl)-6-fluorophenol